FC(C(=O)O)(F)F.NC1=C2C(=NC=N1)N(N=C2C)C(C)C=2C(=C(C(=C(C2)Cl)C)C=2C=CC(=NC2)C(=O)NCCO)OC 5-(3-(1-(4-amino-3-methyl-1H-pyrazolo[3,4-d]pyrimidin-1-yl)ethyl)-5-chloro-2-methoxy-6-methylphenyl)-N-(2-hydroxyethyl)picolinamide Trifluoroacetate